N-(2-cyclopropylbenzoyl)-O-(3-(2-(5,6,7,8-tetrahydro-1,8-naphthyridin-2-yl)ethyl)cyclobutyl)homoserine C1(CC1)C1=C(C(=O)N[C@@H](CCOC2CC(C2)CCC2=NC=3NCCCC3C=C2)C(=O)O)C=CC=C1